4-bromo-N,N-dimethylbutanamide BrCCCC(=O)N(C)C